CC1=C(C=CC=C1)S methyl-benzenethiol